CC(=O)CCC methyl-n-propylketone